The molecule is a nitrile that is acrylonitrile in which the hydrogen attached to the same carbon as the cyano group has been replaced by an o-(trifluoromethyl)phenyl group, while the remaining hydrogens of the ethenyl group have been replaced by amino and (4-aminophenyl)sulfanyl groups. The configuration of the double bond is not specified. It is an inhibitor of MEK1 and MEK2. It has a role as an EC 2.7.12.2 (mitogen-activated protein kinase kinase) inhibitor and a neuroprotective agent. It is a member of (trifluoromethyl)benzenes, a nitrile, an enamine, an organic sulfide, a substituted aniline and a primary amino compound. C1=CC=C(C(=C1)/C(=C(\\N)/SC2=CC=C(C=C2)N)/C#N)C(F)(F)F